(R,5S)-3-oxaspiro[bicyclo[3.1.0]hexane-2,3'-piperidine] N1C[C@@]2(CCC1)C1C[C@@H]1CO2